COC(=O)C1=CC=C2C(C(N(C2=C1)C)=O)(F)F 3,3-difluoro-1-methyl-2-oxoindoline-6-carboxylic acid methyl ester